N-ethyl-5-fluoro-2-((5-(2-((3R)-6-hydroxy-2-methylheptan-3-yl)-2,6-diazaspiro[3.4]octan-6-yl)-1,2,4-triazin-6-yl)oxy)-N-isopropylbenzamide C(C)N(C(C1=C(C=CC(=C1)F)OC1=C(N=CN=N1)N1CC2(CN(C2)[C@@H](C(C)C)CCC(C)O)CC1)=O)C(C)C